1-(5-(4-acetylpiperazin-1-yl)pyridin-2-yl)-N-(3-bromo-5-(methylsulfonamido)phenyl)-1H-pyrazole-4-carboxamide C(C)(=O)N1CCN(CC1)C=1C=CC(=NC1)N1N=CC(=C1)C(=O)NC1=CC(=CC(=C1)NS(=O)(=O)C)Br